2-(4-(2-morpholinoethoxy)phenyl)isonicotinamide O1CCN(CC1)CCOC1=CC=C(C=C1)C=1C=C(C(=O)N)C=CN1